8-(1,4-dioxaspiro[4.5]dec-7-en-8-yl)-3,4-dihydro-2H-1,4-benzoxazine O1CCOC12CC=C(CC2)C2=CC=CC=1NCCOC12